(R)-N-(8-((2,6-dimethylbenzyl)amino)-2,3-dimethylimidazo[1,2-a]pyridin-6-yl)-2-methylazetidine-2-carboxamide CC1=C(CNC=2C=3N(C=C(C2)NC(=O)[C@@]2(NCC2)C)C(=C(N3)C)C)C(=CC=C1)C